C(C1CO1)OC(C=C)=O.C(C=C)(=O)OC methyl acrylate glycidyl-acrylate